3-((S)-2-hydroxy-3-((R)-8-(4-hydroxyquinolin-3-ylsulfonyl)-1-oxa-8-azaspiro[4.5]dec-3-ylamino)propoxy)-N-methylbenzenesulfonamide O[C@H](COC=1C=C(C=CC1)S(=O)(=O)NC)CN[C@H]1COC2(C1)CCN(CC2)S(=O)(=O)C=2C=NC1=CC=CC=C1C2O